1-(tert-butyl)-3-(5-chloro-1H-pyrrolo[2,3-b]pyridin-2-yl)-1H-pyrazolo[3,4-d]pyrimidin C(C)(C)(C)N1N=C(C=2C1=NC=NC2)C2=CC=1C(=NC=C(C1)Cl)N2